1,2-dihydro-2-(1,3-dihydro-3-oxo-2H-indol-2-ylidene)-3H-indol-3-one O=C1C(NC2=CC=CC=C12)=C1NC2=CC=CC=C2C1=O